2-(Trimethylsilyl)ethyl (2S,3S)-3-(4-chlorophenyl)-3-[(1R)-1-(4-chlorophenyl)-7-fluoro-1-hydroxy-5-[1-(oxan-4-yl)ethenyl]-3-oxo-2,3-dihydro-1H-isoindol-2-yl]-2-methylpropanoate ClC1=CC=C(C=C1)[C@H]([C@@H](C(=O)OCC[Si](C)(C)C)C)N1[C@@](C2=C(C=C(C=C2C1=O)C(=C)C1CCOCC1)F)(O)C1=CC=C(C=C1)Cl